tert-Butyl 2-(3-carbamoyl-5-(2-methylpyrimidin-5-yl)-1H-pyrazolo[3,4-d]thiazol-1-yl)acetate C(N)(=O)C1=NN(C=2N=C(SC21)C=2C=NC(=NC2)C)CC(=O)OC(C)(C)C